NC=1C(NC=2C=C(C(=NC2C1C1=C2C=NNC2=C(C=C1)F)C1CN(C1)C(=O)OC(C)(C)C)C)=O tert-Butyl 3-(7-amino-8-(7-fluoro-1H-indazol-4-yl)-3-methyl-6-oxo-5,6-dihydro-1,5-naphthyridin-2-yl)azetidine-1-carboxylate